4-(4-oxopiperidine-1-carbonyl)piperidine-1-carboxylic acid tert-butyl ester C(C)(C)(C)OC(=O)N1CCC(CC1)C(=O)N1CCC(CC1)=O